(1R,4R)-1-methyl-4-(prop-1-en-2-yl)cyclohex-2-en-1-ol methyl-4,4,4-trifluoro-3-(3-(1-oxo-4-(trifluoromethyl)isoindolin-2-yl)phenyl)butanoate CC(C(=O)O[C@]1(C=C[C@@H](CC1)C(=C)C)C)C(C(F)(F)F)C1=CC(=CC=C1)N1C(C2=CC=CC(=C2C1)C(F)(F)F)=O